(S)-isovaleric acid C(CC(C)C)(=O)O